CN(C)CC1=CC=C(C=C1)C=1C=CC(=NC1)NC(C(C)(C)OC1=CC=C(C=C1)F)=O N-(5-(4-((dimethylamino)methyl)phenyl)pyridin-2-yl)-2-(4-fluorophenoxy)-2-methylpropanamide